N-[(3,5-Difluoropyridin-2-yl)methyl]-4-ethyl-2-[(3R)-3-methyl-[1,4'-bipiperidine]-1'-yl]-1,3-thiazole-5-carboxamide FC=1C(=NC=C(C1)F)CNC(=O)C1=C(N=C(S1)N1CCC(CC1)N1C[C@@H](CCC1)C)CC